5-Nitro-2-((6-phenylpyridin-3-yl)oxy)pyridine [N+](=O)([O-])C=1C=CC(=NC1)OC=1C=NC(=CC1)C1=CC=CC=C1